C(C)C1=CC=C(C(=N1)C)C1=NN2C(N=CC=C2)=C1C(=O)N[C@@H]1C(NC2=C(C(=N1)C1=CC=CC=C1)C=CC=C2F)=O 2-(6-Ethyl-2-methylpyridin-3-yl)-N-[(3S)-9-fluoro-2-oxo-5-phenyl-2,3-dihydro-1H-1,4-benzodiazepin-3-yl]pyrazolo[1,5-a]pyrimidine-3-carboxamide